O=C1NC(CCC1N1C(C2=CC(=C(C=C2C1=O)C=1C(=C(C=CC1)S(=O)(=O)N)OC(F)(F)F)O)=O)=O (2-(2,6-dioxopiperidin-3-yl)-6-hydroxy-1,3-dioxoisoindolin-5-yl)-2-(trifluoromethoxy)benzenesulfonamide